N(=[N+]=[N-])C1=C(C=C(C=O)C=C1)C(F)(F)F 4-azido-3-trifluoromethylbenzaldehyde